COC1=C(C=NC(=C1)C(F)(F)F)[C@@H]1[C@H](O[C@@]([C@@H]1C)(C(F)(F)F)C)C(=O)NC1=CC(=NC=C1)C(=O)N (2S,3R,4R,5S)-4-[[3-[4-Methoxy-6-(trifluoromethyl)-3-pyridyl]-4,5-dimethyl-5-(trifluoromethyl)tetrahydrofuran-2-carbonyl]amino]pyridin-2-carboxamid